N[C@H]1[C@@H](COC1)O trans-4-amino-tetrahydrofuran-3-ol